ClC=1C=C(C=CC1F)NC(N(C)C(C)C1=NNC(C2=CC(=C(C=C12)F)F)=O)=O 3-(3-chloro-4-fluorophenyl)-1-(1-(6,7-difluoro-4-oxo-3,4-dihydrophthalazin-1-yl)ethyl)-1-methylurea